ClC=1N=CC2=C(N1)N(C(=C2)C=O)CC2=C(C=CC=C2)P(=O)(C)C 2-chloro-7-(2-(dimethylphosphoryl)benzyl)-7H-pyrrolo[2,3-d]Pyrimidine-6-carbaldehyde